(S)-4-(3-amino-4-chlorophenyl)-2,2-dimethyl-oxazolidine-3-carboxylic acid tert-butyl ester C(C)(C)(C)OC(=O)N1C(OC[C@@H]1C1=CC(=C(C=C1)Cl)N)(C)C